4-[1-(1-ethylpropyl)-1H-pyrazol-4-yl]-1H-pyrrolo[2,3-b]pyridine C(C)C(CC)N1N=CC(=C1)C1=C2C(=NC=C1)NC=C2